1,4-bis(epoxypropyl)octafluorobutane C1C(O1)CC(C(C(C(CC2CO2)(F)F)(F)F)(F)F)(F)F